Bis[tris(4-methoxyphenyl)phosphine] copper(I) nitrate [N+](=O)([O-])[O-].[Cu+].COC1=CC=C(C=C1)P(C1=CC=C(C=C1)OC)C1=CC=C(C=C1)OC.COC1=CC=C(C=C1)P(C1=CC=C(C=C1)OC)C1=CC=C(C=C1)OC